FC(C)(F)C1=NC=CC(=N1)N1CC2(C=3C=NC(=CC31)NC(C)=O)C(C2)C N-(1'-(2-(1,1-difluoroethyl)pyrimidin-4-yl)-2-methyl-1',2'-dihydrospiro[cyclopropane-1,3'-pyrrolo[3,2-c]pyridin]-6'-yl)acetamide